(4-(1-(3-(Cyanomethyl)-1-(ethylsulfonyl)azetidin-3-yl)-1H-pyrazol-4-yl)-7H-pyrrolo[2,3-d]pyrimidin-7-yl)2-(4-isobutylphenyl)propionic acid methyl ester COC(C(C)(C1=CC=C(C=C1)CC(C)C)N1C=CC2=C1N=CN=C2C=2C=NN(C2)C2(CN(C2)S(=O)(=O)CC)CC#N)=O